N-(5-(2-(2-oxa-6-azaspiro[3.4]oct-6-yl)acetamido)-2-methylpyridin-3-yl)-2-(1-methyl-1H-pyrazol-4-yl)pyrazolo[5,1-b]thiazole-7-carboxamide C1OCC12CN(CC2)CC(=O)NC=2C=C(C(=NC2)C)NC(=O)C=2C=NN1C2SC(=C1)C=1C=NN(C1)C